ClC1=CC2=C(C(N3[C@@H](CO2)CN(CC3)C(=O)OC(C)(C)C)=O)C(=N1)N1C3C(CC1)CN(C3)C tert-butyl (6aR)-3-chloro-1-(5-methylhexahydropyrrolo[3,4-b]pyrrol-1(2H)-yl)-12-oxo-6a,7,9,10-tetrahydro-12H-pyrazino[2,1-c]pyrido[3,4-f][1,4]oxazepine-8(6H)-carboxylate